S-(2-methoxy-5-(4-(piperazine-1-yl) quinazoline-6-yl) pyridin-3-yl) 2,4-difluorophenylthiosulfonate trifluoroacetate FC(C(=O)O)(F)F.FC1=C(C=CC(=C1)F)S(=O)(=O)SC=1C(=NC=C(C1)C=1C=C2C(=NC=NC2=CC1)N1CCNCC1)OC